FC(C=1C=C2C3=NNC4=CC=C(OCCCNC(COC(C1)=C2)=O)C=C34)(F)F 4-(trifluoromethyl)-7,14-dioxa-10,19,20-triazatetracyclo[13.5.2.12,6.018,21]tricosa-1(20),2,4,6(23),15,17,21-heptaen-9-one